COC1=C(C=C(C=C1)OC)S(=O)(=O)C(C(=O)N)OC1=CC2=CC=CC=C2C=C1 ((2,5-Dimethoxyphenyl)sulfonyl)-2-(naphthalen-2-yloxy)acetamide